[Pt].C1(=CC=CC=C1)P(C1=CC=CC=C1)C1=CC=CC=C1.C1(=CC=CC=C1)P(C1=CC=CC=C1)C1=CC=CC=C1.C1(=CC=CC=C1)P(C1=CC=CC=C1)C1=CC=CC=C1.C1(=CC=CC=C1)P(C1=CC=CC=C1)C1=CC=CC=C1 Tetrakis(triphenylphosphine) platinum